3-(2-furyl)-2-ethyl-2-propenal O1C(=CC=C1)C=C(C=O)CC